F[C@H]1C[C@H](N(C1)C(CN1CCC(CC1)OC1=CC(=NC2=CC=C(C=C12)OC)C(F)(F)F)=O)C#N (2S,4S)-4-fluoro-1-[2-[4-[[6-methoxy-2-(trifluoromethyl)-4-quinolinyl]oxy]-1-piperidinyl]acetyl]pyrrolidine-2-carbonitrile